ethyl 6-[4-[3-(2,6-dimethylphenyl)-2-pyridyl]piperazin-1-yl]-2-azaspiro[3.4]octane-2-carboxylate CC1=C(C(=CC=C1)C)C=1C(=NC=CC1)N1CCN(CC1)C1CC2(CN(C2)C(=O)OCC)CC1